O1C=NC=C1C(=O)N1CC2=CC(=CC=C2CC1)OC1=CC=C(C=C1)C(F)(F)F oxazol-5-yl(7-(4-(trifluoromethyl)phenoxy)-3,4-dihydroisoquinolin-2(1H)-yl)methanone